ClC1=CC=C2C(=CNC2=C1C=1C=NN(C1)C)S(=O)(=O)NC1=NC(=C(C(=N1)OC)OC(F)F)OC 6-chloro-N-[5-(difluoromethoxy)-4,6-dimethoxy-pyrimidin-2-yl]-7-(1-methylpyrazol-4-yl)-1H-indole-3-sulfonic acid amide